ClC1=CC=C2C(=C(N(C2=C1C=1C(=NN(C1C)C)C)CCN1CCC(CC1)C(OC)OC)C(=O)OC(C)(C)C)CCCOC1=CC=CC2=CC(=CC=C12)F tert-Butyl 6-chloro-1-{2-[4-(dimethoxymethyl)piperidin-1-yl]ethyl}-3-{3-[(6-fluoronaphthalen-1-yl)oxy]propyl}-7-(1,3,5-trimethyl-1H-pyrazol-4-yl)-1H-indole-2-carboxylate